C(C)(=O)NC=1C=C(C=C(C1O)N)S(=O)(=O)O 3-(acetamido)-5-amino-4-hydroxybenzenesulfonic acid